2-[18,30-dichloro-32-methyl-20-oxo-14-oxa-8,9,10,21-tetrazahexacyclo[19.5.3.216,19.13,7.06,10.024,28]dotriaconta-1(26),3(32),4,6,8,16,18,24,27,30-decaen-2-yl]-2-methylpropanoic acid ClC=1C=C2COCCCN3N=NC4=C3C=CC(C(C3=CC=C5CCN(C(C1C(=C2)Cl)=O)CC5=C3)C(C(=O)O)(C)C)=C4C